(R)-3-(3-(2-aminopropan-2-yl)phenyl)-1-(4-fluorophenyl)-N-((S)-3-methyl-1,1-dioxidotetrahydrothiophen-3-yl)-4,5,6,7-tetrahydro-1H-indazole-6-carboxamide NC(C)(C)C=1C=C(C=CC1)C1=NN(C=2C[C@@H](CCC12)C(=O)N[C@@]1(CS(CC1)(=O)=O)C)C1=CC=C(C=C1)F